methyl octadeca-9,12-dienoate (Methyl octadeca-9,12-dienoate) CC(C(=O)O)CCCCCCC=CCC=CCCCCC.C(CCCCCCCC=CCC=CCCCCC)(=O)OC